Cl.NC/C(/CN1N=C2N(C=CC(=C2)C=2C=CC3=C(NC(CO3)=O)C2)C1=O)=C\F 6-{2-[(2E)-2-(aminomethyl)-3-fluoroprop-2-en-1-yl]-3-oxo-2,3-dihydro[1,2,4]triazolo[4,3-a]pyridin-7-yl}-2H-1,4-benzoxazin-3(4H)-one hydrochloride